O=C1NC(CCC1N1C(C2=CC=CC(=C2C1=O)NC=1C=C2C=NN(C2=CC1C1=CC(=C(C=C1)OC)F)C)=O)=O 2-(2,6-Dioxopiperidin-3-yl)-4-((6-(3-fluoro-4-methoxyphenyl)-1-methyl-1H-indazol-5-yl)amino)isoindoline-1,3-dione